C(CCC)(=O)[O-].[Na+].C(CCC)(=O)O butyric acid sodium butyrate